3-[3-methyl-4-[4-(methylaminomethyl)-1-piperidinyl]-2-oxo-benzimidazol-1-yl]Piperidine CN1C(N(C2=C1C(=CC=C2)N2CCC(CC2)CNC)C2CNCCC2)=O